9-methyl-8-oxo-2,3,7,15-tetraazatricyclo[12.3.1.02,6]Octadecan-1(18),3,5,14,16-pentaene-4-carboxylic acid methyl ester trifluoroacetate salt FC(C(=O)O)(F)F.COC(=O)C1=NN2C=3C=CN=C(CCCCC(C(NC2=C1)=O)C)C3